2,2'-dithio-bis(benzothiazole) S1C(=NC2=C1C=CC=C2)SSC=2SC1=C(N2)C=CC=C1